[Si](C)(C)(C(C)(C)C)C#CC1=CSC2=C1C(=NC=C2)N([C@H]2CN(CCC2)C(=O)OC(C)(C)C)C(C2=C(C=C(C=C2)C=2SC(=NN2)C)F)=O tert-butyl (3R)-3-[[3-[2-[tert-butyl(dimethyl)silyl]ethynyl]thieno[3,2-c]pyridine-4-yl]-[2-fluoro-4-(5-methyl-1,3,4-thiadiazol-2-yl)benzoyl]amino]piperidine-1-carboxylate